Ethyl 2-(4-acetyl-7-isopropyl-1-oxopyrrolo[1,2-d][1,2,4]triazin-2(1H)-yl)acetate C(C)(=O)C1=NN(C(C=2N1C=C(C2)C(C)C)=O)CC(=O)OCC